CC(C)C1=CC=C(C=C1)S(=O)(=O)O\N=C\1/C(=CC(C(=C1)C(C)C)=O)C [(Z)-(2-methyl-4-oxo-5-propan-2-ylcyclohexa-2,5-dien-1-ylidene)amino] 4-propan-2-ylbenzenesulfonate